[NH-][Co]([NH-])([NH-])[NH-] tetra-amidyl-cobalt